C(C)(C)(C)OC(=O)N1C[C@H](CCC1)CI (3S)-3-(iodomethyl)piperidine-1-carboxylic acid tert-butyl ester